CN1N=C(C=C1C)NC1=NC=C(C(=N1)C1=CNC2=C(C=CC=C12)N1C(C2=CC=CC(=C2C1)C1=C2C(=NC=C1)NC=C2)=O)C 2-(3-(2-((1,5-dimethyl-1H-pyrazol-3-yl)amino)-5-methylpyrimidin-4-yl)-1H-indol-7-yl)-4-(1H-pyrrolo[2,3-b]pyridin-4-yl)isoindolin-1-one